FC1=C2C=C(NC2=CC(=C1)F)C(=O)N1C2CCC([C@H]1C(=O)N[C@H](C[C@H]1C(NCC1)=O)C(CO)=O)CC2 (S)-2-(4,6-difluoro-1H-indole-2-carbonyl)-N-((R)-4-hydroxy-3-oxo-1-((S)-2-oxopyrrolidin-3-yl)butan-2-yl)-2-azabicyclo[2.2.2]octane-3-carboxamide